F[C@@H]1CN(CC1)C1=NC=C(N=C1)B1OC(C(O1)(C)C)(C)C (S)-2-(3-fluoropyrrolidin-1-yl)-5-(4,4,5,5-tetramethyl-1,3,2-dioxaborolan-2-yl)pyrazine